ClC1=C(C=C(C=N1)[C@@](C)(O)C=1C(=NOC1)C(=O)N)C (R)-1-(6-chloro-5-methylpyridine-3-yl)-1-hydroxyethyl-isoxazole-3-carboxamide